2-fluoro-9-azabicyclo[3.3.1]Nonane-9-carboxylate FC1C2CCCC(CC1)N2C(=O)[O-]